3-(N-styrylmethyl-2-aminoethylamino)propyltrimethoxysilane C(=CC1=CC=CC=C1)CN(CCC[Si](OC)(OC)OC)CCN